(S)-2-((methoxycarbonyl)amino)-3-(4-iodophenyl)propanoic acid methyl ester COC([C@H](CC1=CC=C(C=C1)I)NC(=O)OC)=O